ethyl 4-benzyloxy-2-chloro-5-(1,2-dimethoxy-2-oxo-ethyl)-6-methyl-pyridine-3-carboxylate C(C1=CC=CC=C1)OC1=C(C(=NC(=C1C(C(=O)OC)OC)C)Cl)C(=O)OCC